C(CCCCCCCC(C)C)OCC(C)O propylene glycol monoisoundecyl ether